1-(1-(difluoromethyl)-1H-pyrazol-4-yl)piperidin FC(N1N=CC(=C1)N1CCCCC1)F